3,5-dichloroacetyl-pyridine ClC=1C(=NC=C(C1)Cl)C(C)=O